Dihydroindole C1CNC2=CC=CC=C21